COC(COC1=NC=CC=C1OC1=NC(=C(C=C1Cl)F)N1C(N(C(=CC1=O)C(F)(F)F)C)=O)=O 2-[[3-[[3-chloro-6-[3,6-dihydro-3-methyl-2,6-dioxo-4-(trifluoromethyl)-1(2H)-pyrimidinyl]-5-fluoro-2-pyridinyl]oxy]-2-pyridinyl]oxy]acetic acid methyl ester